tri(2-hydroxypropyl)ethylenediamine OC(CNCCN(CC(C)O)CC(C)O)C